C(C)(C)(C)OC(=O)N1CCC(=CC1)C1=NC(=CC=C1)OCC1=C(C=C(C=C1)C(C)=O)F 6-((4-Acetyl-2-fluorobenzyl)oxy)-3',6'-dihydro-[2,4'-bipyridine]-1'(2'H)-carboxylic acid tertiary Butyl ester